The molecule is a cardenolide glycoside that is strophanthidin attached to a 4,6-dideoxy-3-O-(beta-D-glucopyranosyl)-2-O-methyl-beta-D-xylo-hexopyranosyl residue at position 3 via a glycosidic linkage. Isolated from Crossosoma bigelovii, it exhibits cytotoxic activity. It has a role as a metabolite and an antineoplastic agent. It is a cardenolide glycoside, a 19-oxo steroid, a 5beta-hydroxy steroid, a disaccharide derivative and a steroid aldehyde. It derives from a strophanthidin. C[C@@H]1C[C@@H]([C@H]([C@@H](O1)O[C@H]2CC[C@@]3([C@H]4CC[C@@]5([C@H](CC[C@@]5([C@@H]4CC[C@@]3(C2)O)O)C6=CC(=O)OC6)C)C=O)OC)O[C@H]7[C@@H]([C@H]([C@@H]([C@H](O7)CO)O)O)O